3-[2-acetyl-3-(4-fluorophenyl)-3,4-dihydropyrazol-5-yl]-4-benzyl-6-chloro-1H-quinolin-2-one C(C)(=O)N1N=C(CC1C1=CC=C(C=C1)F)C=1C(NC2=CC=C(C=C2C1CC1=CC=CC=C1)Cl)=O